[3-(4-chloro-2-fluorophenyl)-5-(2,4-difluorophenyl)-4-isooxazolyl]-3-pyridinemethanol tert-butyl-2-[4-[4-(2,6-dioxo-3-piperidyl)-2-fluoro-phenyl]-1-piperidyl]acetate C(C)(C)(C)C(C(=O)OCC=1C(=NC=CC1)C=1C(=NOC1C1=C(C=C(C=C1)F)F)C1=C(C=C(C=C1)Cl)F)N1CCC(CC1)C1=C(C=C(C=C1)C1C(NC(CC1)=O)=O)F